BrC=1C=CC(=NC1)C=NS(=O)C(C)(C)C N-((5-bromopyridin-2-yl)methylene)-2-methylpropan-2-sulfinamide